C1(=CC=CC=C1)C=1C2=CC=C(N2)C(=C2C=CC(C(=C3C=CC(=C(C=4C=C(C1N4)NC4=CC=C(C=C4)C=CC=O)C4=CC=CC=C4)N3)C3=CC=CC=C3)=N2)C2=CC=CC=C2 3-[4-[(5,10,15,20-tetraphenyl-21H,23H-porphyrin-7-yl)amino]phenyl]-2-propene-1-one